OC=1C=C(C(=O)NCCCCCCCC(=O)O)C=CC1 8-(3-hydroxybenzoyl)aminocaprylic acid